[N+](=O)([O-])C=CC=1NC=CC1 nitrovinyl-pyrrole